Bis(azetidin-3-ylmethyl)-[5-[[4-[[3-[4-(difluoromethoxy)-2,3-difluoro-phenyl]imidazo[1,2-a]pyrazin-8-yl]amino]-2-ethyl-benzoyl]amino]pentyl]-methyl-ammonium bis(2,2,2-trifluoroacetate) FC(C(=O)[O-])(F)F.FC(C(=O)[O-])(F)F.N1CC(C1)C[N+](C)(CCCCCNC(C1=C(C=C(C=C1)NC=1C=2N(C=CN1)C(=CN2)C2=C(C(=C(C=C2)OC(F)F)F)F)CC)=O)CC2CNC2.N2CC(C2)C[N+](CC2CNC2)(CCCCCNC(C2=C(C=C(C=C2)NC=2C=1N(C=CN2)C(=CN1)C1=C(C(=C(C=C1)OC(F)F)F)F)CC)=O)C